(S)-O-methyl-serine dodecylamide hydrochloride Cl.C(CCCCCCCCCCC)NC([C@@H](N)COC)=O